C(C)(=O)NC1=CC=C(CNCC(OC)OC)C=C1 N-(4-acetamidobenzyl)-2,2-dimethoxyethylamine